(1-(6-bromopyridin-2-yl)cyclopropyl)methanol tert-Butyl-6-benzyl-8-fluoro-7-oxo-2,6-diazaspiro[3.4]octane-2-carboxylate C(C)(C)(C)C1N(CC12CN(C(C2F)=O)CC2=CC=CC=C2)C(=O)OCC2(CC2)C2=NC(=CC=C2)Br